CC1(CCN(CC1)C1=C(N)C=CC(=C1)N1CC(OCC1)C)C 2-(4,4-Dimethylpiperidin-1-yl)-4-(2-methylmorpholino)aniline